6-methyl-1-tosyl-1H-pyrrolo[2,3-b]Pyridine CC1=CC=C2C(=N1)N(C=C2)S(=O)(=O)C2=CC=C(C)C=C2